FC(OC1=CC=C(C=C1)C=1C2=C(N=C(N1)C#N)OCCC2)(F)F 4-[4-(Trifluoromethoxy)phenyl]-6,7-dihydro-5H-pyrano[2,3-d]pyrimidine-2-carbonitrile